hexadecanoic acid (E)-3,7-dimethyl-2,6-octadienyl ester C\C(=C/COC(CCCCCCCCCCCCCCC)=O)\CCC=C(C)C